2-methylbutane CC(C)CC